5-isothiocyanato-2-methoxypyridine N(=C=S)C=1C=CC(=NC1)OC